(Z)-5-((1H-pyrrolo[2,3-b]pyridin-3-yl)methyl)-3-ethyl-2-thioxothiazolidin-4-one N1C=C(C=2C1=NC=CC2)CC2C(N(C(S2)=S)CC)=O